6-(3-((4-Methyl-4H-1,2,4-triazol-3-yl)methyl)oxetan-3-yl)-2-(6-(trifluoro-methyl)-4-(((3,3,3-trifluoropropyl)amino)methyl)pyridin-2-yl)isoindolin-1-one CN1C(=NN=C1)CC1(COC1)C1=CC=C2CN(C(C2=C1)=O)C1=NC(=CC(=C1)CNCCC(F)(F)F)C(F)(F)F